BrC1=C(N=C2N1C=C(C(=C2)C(=O)OC)F)C2=C(C=CC=C2)C2=C(C=C(C=C2)C)C methyl 3-bromo-2-(2',4'-dimethyl-[1,1'-biphenyl]-2-yl)-6-fluoroimidazo[1,2-a]pyridine-7-carboxylate